Ethyl 5-(3-(benzyloxy) propyl)-1H-pyrrole-2-carboxylate C(C1=CC=CC=C1)OCCCC1=CC=C(N1)C(=O)OCC